CC=1N(C(C2=C(N1)C(=NC(=C2)N2C[C@@H](O[C@@H](C2)C2=CC(=NC=C2)C)C)C=2C=NC(=CC2)C(F)(F)F)=O)C 2,3-dimethyl-6-((2S,6R)-2-methyl-6-(2-methylpyridin-4-yl)morpholino)-8-(6-(trifluoromethyl)pyridin-3-yl)pyrido[3,4-d]pyrimidin-4(3H)-one